NC=1SC(=C(N1)C1=CC=C(C=C1)N1C(C=CC=C1)=O)C1CC1 1-(4-(2-amino-5-cyclopropylthiazol-4-yl)phenyl)pyridin-2(1H)-one